(3R)-4-hydroxy-3-methyl-2-oxa-8-azaspiro[4.5]decane-8-carboxylic acid tert-butyl ester C(C)(C)(C)OC(=O)N1CCC2(C([C@H](OC2)C)O)CC1